5-(dimethylamino)-2-methylnicotinate CN(C=1C=NC(=C(C(=O)[O-])C1)C)C